IC=1C=C(C(=C(C1)C)CCCCC)C 5-iodo-1,3-dimethyl-2-pentylbenzene